FC1=C(C=C(C=C1)B1OC(C(O1)(C)C)(C)C)[C@@]1(N=C([C@@](OC1)(C(F)(F)F)C)NC(OC(C)(C)C)=O)C |&1:16| tert-butyl ((2R,SR)-5-(2-fluoro-5-(4,4,5,5-tetramethyl-1,3,2-dioxaborolan-2-yl)phenyl)-2,5-dimethyl-2-(trifluoromethyl)-5,6-dihydro-2H-1,4-oxazin-3-yl)carbamate